C1(CCC1)C(=O)OC[C@H]1O[C@@]([C@@H]2OC(CCCC(O[C@@H]21)=O)=O)(C#N)C2=CC=C1C(=NC=NN12)N ((7aR,8R,10R,10aR)-10-(4-aminopyrrolo[2,1-f][1,2,4]triazin-7-yl)-10-cyano-2,6-dioxooctahydro-2H-furo[3,4-b][1,4]dioxonin-8-yl)methyl cyclobutanecarboxylate